Cl[C@@H]1C(C)O1 (R)-epoxychloropropane